(S)-2-((4-(3-(((2-Chloro-4-methylphenyl)(methyl)amino)methyl)benzoyl)piperazin-1-yl)methyl)-1-(oxetan-2-ylmethyl)-1H-benzo[d]imidazole-6-carboxylic acid ClC1=C(C=CC(=C1)C)N(C)CC=1C=C(C(=O)N2CCN(CC2)CC2=NC3=C(N2C[C@H]2OCC2)C=C(C=C3)C(=O)O)C=CC1